ethyl 5-(4'-(1H-imidazol-1-yl)-[1,1'-biphenyl]-4-yl)-2-((2-(trimethylsilyl)ethoxy)methyl)-2H-1,2,3-triazole-4-carboxylate N1(C=NC=C1)C1=CC=C(C=C1)C1=CC=C(C=C1)C=1C(=NN(N1)COCC[Si](C)(C)C)C(=O)OCC